4'-(5-amino-3-((4-sulfamoylphenyl)amino)-1H-1,2,4-triazole-1-carboxamido)-[1,1'-biphenyl]-3-carboxylic acid NC1=NC(=NN1C(=O)NC1=CC=C(C=C1)C1=CC(=CC=C1)C(=O)O)NC1=CC=C(C=C1)S(N)(=O)=O